(R)-1-(3-(3-(4-(3-isopropoxyphenoxy)phenyl)-1H-pyrazolo[4,3-c]pyridin-1-yl)piperidin-1-yl)prop-2-en-1-one C(C)(C)OC=1C=C(OC2=CC=C(C=C2)C2=NN(C3=C2C=NC=C3)[C@H]3CN(CCC3)C(C=C)=O)C=CC1